COC1=CC=C(CN(C(=O)OCCOC(=O)C2=NC(=CC=C2)C(=O)OCCOC(=O)N(CC2=CC=C(C=C2)N(C)C)CC2=CC=C(C=C2)OC)CC2=CC=C(C=C2)N(C)C)C=C1 bis(2-{(4-methoxybenzyl)(4-dimethylaminobenzyl)aminocarbonyloxy} ethyl)2,6-pyridinedicarboxylate